C(CCC)NCC1=C(C2=C(C=CC(=NO2)O)C=C1)O 8-((butylamino)methyl)-3,9-dihydroxybenzo[5,6]oxazepin